C1(CCCCCCO1)=O zeta-enantholactone